NC1=NC=CC=C1C1=NC=2C(=NC=CC2)N1C1=CC=C(CN2CCC(CC2)NC(=O)C2=NC=NC(=C2)C#N)C=C1 N-(1-(4-(2-(2-Aminopyridin-3-yl)-3H-imidazo[4,5-b]pyridin-3-yl)benzyl)piperidin-4-yl)-6-cyanopyrimidine-4-carboxamide